C(CCCCCCCC)(=O)OCCCOC(CCCCCCCC)=O propane-1,3-diyl dinonanoate